C(#N)C1=C(C=C(C=C1)C1=C(C2=C(C=N1)N=CN2)C2=CC(=C(C=C2)OC)F)F 6-(4-Cyano-3-fluorophenyl)-7-(3-fluoro-4-methoxyphenyl)-1H-imidazo[4,5-c]pyridine